C(C)(=O)C1=C(C=C(C=C1OCC)C(C)N(C(=O)NC1(CC(C1)(F)F)C(=O)OC)CCCCC1=CC=CC=C1)OCC methyl 1-({[1-(4-acetyl-3,5-diethoxyphenyl)ethyl](4-phenylbutyl) carbamoyl}amino)-3,3-difluorocyclobutane-1-carboxylate